C(=O)O.COC1=C(C=CC(=C1)OC)CNC1=NN=C(C2=CC=CC=C12)C N-[(2,4-dimethoxyphenyl)methyl]-4-methylphthalazine-1-amine formate